COC=1C=2N(C=C(N1)NC(C)=O)C=C(N2)C N-(8-methoxy-2-methylimidazo[1,2-a]pyrazin-6-yl)acetamide